monocalcium phosphate, dihydrate O.O.P(=O)([O-])([O-])O.[Ca+2]